(S)-1-carboxy-3-(7-hydroxy-2-oxo-2H-chromen-4-yl)propan-1-amine C(=O)(O)[C@H](CCC1=CC(OC2=CC(=CC=C12)O)=O)N